N-(6-chloro-8-methyl-1-isoquinolyl)-6-[5-(methoxymethyl)-1,3,4-thiadiazol-2-yl]-N-[(3R)-3-piperidyl]pyridine-3-carboxamide ClC=1C=C2C=CN=C(C2=C(C1)C)N(C(=O)C=1C=NC(=CC1)C=1SC(=NN1)COC)[C@H]1CNCCC1